O=C1NC(CCC1N1C(C2=CC=C(C=C2C1=O)C1(CCN(CC1)CC=1C=CC=2N(C1)N=C(C2)C2=NC=CC=C2)O)=O)=O 2-(2,6-dioxopiperidin-3-yl)-5-(4-hydroxy-1-((2-(pyridin-2-yl)pyrazolo[1,5-a]pyridin-6-yl)methyl)piperidin-4-yl)isoindoline-1,3-dione